5-(imidazo[1,2-a]pyridin-6-yl)-2-{3-[(3S)-3-(propan-2-yl)piperazin-1-yl]-1,2,4-triazin-6-yl}phenol dihydrochloride Cl.Cl.N=1C=CN2C1C=CC(=C2)C=2C=CC(=C(C2)O)C2=CN=C(N=N2)N2C[C@@H](NCC2)C(C)C